ClC1=C(C=CC=C1)C(OC=1C=NC(=NC1)C(=O)N[C@H](C)\C=C\S(=O)(=O)C)C1C(C1)(F)F 5-((2-chlorophenyl)(2,2-difluorocyclopropyl)methoxy)-N-((R,E)-4-(methylsulfonyl)but-3-en-2-yl)pyrimidine-2-carboxamide